N1=CC=CC2=C1CC=1C=CC=CC12 indenopyridine